CC(C#N)(C)C1=NC=C(C=C1)NCC#CC=1N(C2=CC=CC(=C2C1)NC1CCN(CC1)C(C)C)CC(F)(F)F 2-methyl-2-(5-{[3-(4-{[1-(propan-2-yl)piperidin-4-yl]amino}-1-(2,2,2-trifluoroethyl)-1H-indol-2-yl)prop-2-yn-1-yl]amino}pyridin-2-yl)propanenitrile